FC(C1=NN=C(O1)C1=CC=C(CC2=NOC(=N2)C=2C=CC(=NC2)N)C=C1)F 5-(3-(4-(5-(difluoromethyl)-1,3,4-oxadiazol-2-yl)benzyl)-1,2,4-oxadiazol-5-yl)pyridin-2-amine